2-(((1s,4s)-4-((5-(3-fluoroimidazo[1,2-a]pyridin-6-yl)-4-methoxy-7H-pyrrolo[2,3-d]pyrimidin-2-yl)amino)cyclohexyl)oxy)ethan-1-ol FC1=CN=C2N1C=C(C=C2)C2=CNC=1N=C(N=C(C12)OC)NC1CCC(CC1)OCCO